(S)-N-((3r,4r)-7-bromo-4-cyano-3,8-difluorochroman-4-yl)-2-methylpropan-2-sulfinamide BrC1=CC=C2[C@]([C@H](COC2=C1F)F)(C#N)N[S@@](=O)C(C)(C)C